CC1=C(COC2CN(C2)C(=O)N2C[C@@H]3[C@@H](OCC(N3)=O)CC2)C=CC=C1C (4aR,8aS)-6-(3-((2,3-Dimethylbenzyl)oxy)azetidine-1-carbonyl)hexahydro-2H-pyrido[4,3-b][1,4]oxazin-3(4H)-one